COC[C@@H](C(=O)NCC1=CC=CC2=CC=CC=C12)NC(OC(C)(C)C)=O tert-butyl (S)-(3-methoxy-1-((naphthalen-1-ylmethyl)amino)-1-oxopropan-2-yl)carbamate